C1(=CC=CC=C1)C=1C(=CNC(N1)S)C#N 6-phenyl-5-cyano-2-mercapto-2,3-dihydropyrimidine